2-mercapto-4,6-diamino-1,3,5-triazine SC1=NC(=NC(=N1)N)N